5-(4-methylphenyl)sulfydryl-1,3,4-oxadiazole CC1=CC=C(C=C1)SC1=NN=CO1